COC(C(CC=1C(NC2=CC(=C(C=C2C1)C)C)=O)NC(=O)OC(C)(C)C)=O ((tert-butoxycarbonyl)amino)-3-(6,7-dimethyl-2-oxo-1,2-dihydroquinolin-3-yl)propionic acid methyl ester